NC1=CC(=C(C(=N1)C(C)C)N1C(N=C(C2=C1N=C(C(=C2)Cl)C2=C(C=CC=C2)F)N2[C@H](CN(CC2)C(C=C)=O)C)=O)C 1-(6-amino-4-methyl-2-(2-propanyl)-3-pyridinyl)-6-chloro-7-(2-fluorophenyl)-4-((2S)-2-methyl-4-(2-propenoyl)-1-piperazinyl)pyrido[2,3-d]pyrimidin-2(1H)-one